4-(p-tolylthio)phenyldiphenylsulfonium C1(=CC=C(C=C1)SC1=CC=C(C=C1)[S+](C1=CC=CC=C1)C1=CC=CC=C1)C